C(C)C1=CC2=C(N=C(S2)N)C=C1 6-ethyl-1,3-benzothiazol-2-amine